COC=1C=C2C(=CC=NC2=CC1OC)OC1=C(C=C(C=N1)N)F 6-[(6,7-dimethoxy-4-quinolyl)oxy]-5-fluoro-pyridin-3-amine